N,N-diethyl-2,2-difluoroacetamide C(C)N(C(C(F)F)=O)CC